C1(=CC=CC=C1)CCC(CC(C)C1=CC=CC=C1)C1=CC=CC=C1 1,3,5-triphenylhexane